CN1C=CC=C1O 1-methyl-1H-pyrrol-5-ol